CN1CCC(CC1)C1=CC=C(C=C1)C=1C=C2C(N=CNN2C1)=O 6-(4-(1-methylpiperidin-4-yl)phenyl)-4-oxopyrrolo[2,1-f][1,2,4]triazin